(S)-5-iodo-7-(Pyrrolidin-3-yl)-7H-pyrrolo[2,3-d]pyrimidin-4-amine IC1=CN(C=2N=CN=C(C21)N)[C@@H]2CNCC2